N-(5-(3-fluorobenzyl)pyridin-2-yl)-5-methyl-isoxazole-3-carboxamide FC=1C=C(CC=2C=CC(=NC2)NC(=O)C2=NOC(=C2)C)C=CC1